1-{2-[5-bromo-3-(ethanesulfonyl)pyridin-2-yl]-3-methylimidazo[4,5-b]pyridin-6-yl}ethanone BrC=1C=C(C(=NC1)C1=NC=2C(=NC=C(C2)C(C)=O)N1C)S(=O)(=O)CC